[2-amino-6-(4-tert-butylphenyl)-5-cyano-4-methyl-pyridine-3-carbonyl]oxylithium NC1=NC(=C(C(=C1C(=O)O[Li])C)C#N)C1=CC=C(C=C1)C(C)(C)C